S1C(=CC=C1)[C@H]1O[C@@H]2CN([C@H]1C2)C(=O)OC(C)(C)C tert-butyl (1S,3S,4S)-3-(thiophen-2-yl)-2-oxa-5-azabicyclo[2.2.1]heptane-5-carboxylate